4,8-dibromo-3,7-dichloro-2,6-dicyano-1,5-naphthyridine BrC1=C(C(=NC2=C(C(=C(N=C12)C#N)Cl)Br)C#N)Cl